F[P-](F)(F)(F)(F)F.C(C)OC(=O)C(C#N)=NOC(=[N+](C)C)N(C)C O-[(ethoxycarbonyl)cyanomethyleneamino]-N,N,N',N'-tetramethyluronium hexafluorophosphate